C(C)C=1C=2N(C=C(N1)C)N=C(C2)C=2N=C1N(C(C2)=O)C=C(C=C1)N(CCNC)C 2-(4-ethyl-6-methylpyrazolo[1,5-a]pyrazin-2-yl)-7-{methyl[2-(methylamino)ethyl]amino}-4H-pyrido[1,2-a]pyrimidin-4-one